NC\C=C(\CN1N=NC2=C1C=C(C=C2C=2C=NC=C(C2)F)C#N)/F (Z)-1-(4-amino-2-fluorobut-2-en-1-yl)-4-(5-fluoropyridin-3-yl)-1H-benzo[d][1,2,3]triazol-6-carbonitrile